N-(2,3,5-Trifluorobenzyl)hydroxylamine FC1=C(CNO)C=C(C=C1F)F